BrC=1C=C(C=CC1C(F)(F)F)C(C)O 1-(3-bromo-4-(trifluoromethyl)phenyl)ethan-1-ol